COC=1C=C2C(=CC=NC2=CC1OC)NC1=CC(=CC(=C1)C=1C=NC=CC1)OC 6,7-Dimethoxy-N-(3-Methoxy-5-(pyridin-3-yl)phenyl)quinolin-4-amine